ClC1=C(C#N)C=CC(=C1)N1CC2(C[C@@H]1C)CCN(CC2)C2=NC=C(C=C2)C(=O)N2CCC(CC2)CN2CCN(CC2)C2=CC(=CC=C2)N[C@@H]2C(NC(CC2)=O)=O 2-Chloro-4-((S)-8-(5-(4-((4-(3-(((S)-2,6-dioxopiperidin-3-yl)amino)phenyl)piperazin-1-yl)methyl)piperidine-1-carbonyl)pyridin-2-yl)-3-methyl-2,8-diazaspiro[4.5]decan-2-yl)benzonitrile